N(=[N+]=[N-])CCOCCOCCOCCOCCC(NC(COCCC(=O)O)COCCC(=O)O)=O 1-azido-17-((2-carboxyethoxy)methyl)-15-oxo-3,6,9,12,19-pentaoxa-16-azadocosan-22-oic acid